(2-{5-[1-(3,4-dimethylphenyl)-8-methoxy-1H-pyrazolo[4,3-c]quinolin-3-yl]-2-methoxyphenoxy}ethyl)dimethylamine CC=1C=C(C=CC1C)N1N=C(C=2C=NC=3C=CC(=CC3C21)OC)C=2C=CC(=C(OCCN(C)C)C2)OC